SCCCC(=O)OCC(COC(CCCS)=O)(COC(CCCS)=O)COC(CCCS)=O pentaerythritol tetra(4-mercaptobutyrate)